1,1,5,5-Tetramethyl-3,3-dimethoxy-1,5-bis(5-aminopentyl)trisiloxan C[Si](O[Si](O[Si](CCCCCN)(C)C)(OC)OC)(CCCCCN)C